C(C)(C)(C)C1=C(C=C(O1)C(=O)N)CCl 5-tert-Butyl-4-chloromethyl-furan-2-carboxylic acid amide